2-chloro-4-(3-nitrophenoxy)-6-(thiophen-2-yl)pyrimidine ClC1=NC(=CC(=N1)OC1=CC(=CC=C1)[N+](=O)[O-])C=1SC=CC1